NC1=CC(=C(C=C1)C1=CN=C(S1)C1=C(C=C(C=N1)NC(OC(C)C)=O)OC)S(NC(C)(C)C)(=O)=O isopropyl N-[6-[5-[4-amino-2-(tert-butylsulfamoyl)phenyl] thiazol-2-yl]-5-methoxy-3-pyridyl]carbamate